1-(8-(4-cyano-2-fluorophenyl)-6,9-dioxo-5-(4-(trifluoromethyl)benzyl)-5,8-diazaspiro[3.5]nonan-2-yl)-3-cyclopropylurea C(#N)C1=CC(=C(C=C1)N1CC(N(C2(CC(C2)NC(=O)NC2CC2)C1=O)CC1=CC=C(C=C1)C(F)(F)F)=O)F